C(CCCCCCCCCCC)SC(=S)SC(C(=O)O)(C)C 2-(dodecyl-thiothiocarbonylthio)-2-methylpropionic acid